FC1(CN(CC1)C(CN1N=CC2=NC=C(C=C21)C2=CC(=CC=C2)C(F)(F)F)=O)F 1-(3,3-Difluoropyrrolidin-1-yl)-2-[6-[3-(trifluoromethyl)phenyl]pyrazolo[4,3-b]pyridin-1-yl]ethanone